4-amino-7-(1-(1-(2-fluorophenyl)-5-methyl-1H-1,2,3-triazol-4-yl)ethyl)-5-(2-(trifluoromethyl)pyrimidin-5-yl)-7H-pyrrolo[2,3-d]pyrimidine-6-carbonitrile NC=1C2=C(N=CN1)N(C(=C2C=2C=NC(=NC2)C(F)(F)F)C#N)C(C)C=2N=NN(C2C)C2=C(C=CC=C2)F